C(C(=C)C)(=O)OC1=CC(=NC2=CC=CC=C12)C1=CC=C(C=C1)NC(C)=O (2-(4-acetamidophenyl) quinolin-4-yl) methacrylate